1-di-(2-ethylhexyl)amino-3-phenylbut-3-ene α-cyanobutyl-methacrylate C(#N)C(CCC)OC(C(=C)C)=O.C(C)C(CN(CCC(=C)C1=CC=CC=C1)CC(CCCC)CC)CCCC